3-(6-(4-((1'-(2-((S)-1-(3-ethoxy-4-methoxyphenyl)-2-(methylsulfonyl)ethyl)-3-oxoisoindolin-5-yl)-[4,4'-bipiperidin]-1-yl)methyl)phenoxy)-1-methyl-1H-indazol-3-yl)-piperidine-2,6-dione C(C)OC=1C=C(C=CC1OC)[C@@H](CS(=O)(=O)C)N1CC2=CC=C(C=C2C1=O)N1CCC(CC1)C1CCN(CC1)CC1=CC=C(OC2=CC=C3C(=NN(C3=C2)C)C2C(NC(CC2)=O)=O)C=C1